FC(C(=O)OCC)C(=O)OCC diethyl 2-fluoropropanedioate